lithium icosanoate C(CCCCCCCCCCCCCCCCCCC)(=O)[O-].[Li+]